acryloxyhexylfluorodimethylsilane C(C=C)(=O)OCCCCCC[Si](C)(C)F